C(C)(C)(C)OC(=O)N1CC(C1)OCCOC 3-(2-methoxyethoxy)azetidine-1-carboxylic acid tert-butyl ester